COC1=C(C=C(C=C1OC)C=1OC2=C(C(=C(C(=C2C(C1)=O)O)OC)OC)OC)[O-] 2,3-dimethoxy-5-(5-hydroxy-6,7,8-trimethoxy-4-oxo-4H-chromen-2-yl)phenolate